4-formyl-5-hydroxy-N-(2-methoxyethyl)-1H-indole-2-carboxamide C(=O)C1=C2C=C(NC2=CC=C1O)C(=O)NCCOC